C[C@H]([C@H]1C(=O)NCC[C@@H](C(=O)N[C@H](C(=O)N[C@@H](C(=O)N[C@H](C(=O)N[C@H](C(=O)N[C@H](C(=O)N1)CCNCS(=O)(=O)[O-])CCNCS(=O)(=O)[O-])CC(C)C)CC(C)C)CCNCS(=O)(=O)[O-])NC(=O)[C@H](CCNCS(=O)(=O)[O-])NC(=O)[C@H]([C@@H](C)O)NC(=O)[C@H](CCNCS(=O)(=O)[O-])NC(=O)CCCCC(C)C)O The molecule is the penta-anion resulting from the removal of protons from each of the sulfonic acid groups of colistimethate B. It is a conjugate base of a colistimethate B.